ClC1=C(C=CC=C1)[C@H](C)OC(=O)NC1=C(N=NN1C)C1=CC=C(C(=N1)C)NC(=O)C1CCCCC1 (1S,2S)-2-((6-(5-((((R)-1-(2-Chlorophenyl)ethoxy)carbonyl)amino)-1-methyl-1H-1,2,3-triazol-4-yl)-2-methylpyridin-3-yl)carbamoyl)cyclohexan